2-((5-(2-chloro-3-fluorophenyl)-1,1-dioxido-4H-benzo[e][1,2,4]thiadiazin-3-yl)amino)-N,N-dimethylacetamide ClC1=C(C=CC=C1F)C1=CC=CC2=C1NC(=NS2(=O)=O)NCC(=O)N(C)C